2-bromo-5-(2,2,2-trifluoroethoxy)pyridine BrC1=NC=C(C=C1)OCC(F)(F)F